quinolin-8-yl trifluoromethanesulfonate FC(S(=O)(=O)OC=1C=CC=C2C=CC=NC12)(F)F